BrC1=C(C=CC(=N1)N(C(OC(C)(C)C)=O)C(=O)OC(C)(C)C)C tert-Butyl (6-bromo-5-methylpyridin-2-yl)(tert-butoxycarbonyl)carbamate